4-((2S,5R)-2,5-diethyl-4-(1-(4-(trifluoromethyl)phenyl)ethyl)piperazin-1-yl)-6-hydroxy-1-methylpyrido[3,2-d]pyrimidin-2(1H)-one C(C)[C@@H]1N(C[C@H](N(C1)C(C)C1=CC=C(C=C1)C(F)(F)F)CC)C=1C2=C(N(C(N1)=O)C)C=CC(=N2)O